C(C=C)(=O)NC(C)(CC(C)=O)C 2-(acryloylamino)-2-methyl-4-pentanone